1,2,3,4,5-pentafluoro-6-iodo-benzene FC1=C(C(=C(C(=C1I)F)F)F)F